ethyl ((S)-2-cyclopropyl-2-(3-((2'-fluoro-5'-methoxy-2-((S)-1-methoxy-2,2-dimethylpropyl)-[1,1'-biphenyl]-4-yl)methoxy)phenyl)ethyl)(methyl)phosphinate C1(CC1)[C@H](CP(OCC)(=O)C)C1=CC(=CC=C1)OCC1=CC(=C(C=C1)C1=C(C=CC(=C1)OC)F)[C@H](C(C)(C)C)OC